6,8,11-trihydroxy-8-(hydroxyacetyl)-1-methoxy-7,8,9,10-tetrahydrotetracene-5,12-dione hydrochloride Cl.OC1=C2C(C=3C=CC=C(C3C(C2=C(C=2CCC(CC12)(C(CO)=O)O)O)=O)OC)=O